tert-butyl (S)-(1-((3-(3-((3-carbamoyl-5-ethyl-6-(pyrrolidin-1-yl)pyrazin-2-yl)amino)phenoxy)propyl)amino)-1-oxopropan-2-yl)(methyl)carbamate C(N)(=O)C=1C(=NC(=C(N1)CC)N1CCCC1)NC=1C=C(OCCCNC([C@H](C)N(C(OC(C)(C)C)=O)C)=O)C=CC1